ClC1=C(C(=O)N(CC)CC)C=CC(=C1)NC1CN(C1)C1CCN(CC1)C([C@@](C(F)(F)F)(C1=CC=CC=C1)O)=O (R)-2-chloro-N,N-diethyl-4-((1-(1-(3,3,3-trifluoro-2-hydroxy-2-phenylpropanoyl)piperidin-4-yl)azetidin-3-yl)amino)benzamide